C1(CCC1)NC1CC2(CN(C2)C(=O)OC(C)(C)C)C1 tert-butyl 6-(cyclobutylamino)-2-azaspiro[3.3]heptane-2-carboxylate